N=1C=NN2C1C=CC(=C2)C(=O)OC methyl [1,2,4]triazolo[1,5-a]pyridine-6-carboxylate